C(C)C1=NOC(=C1)C1=NN(C(=C1)NC(C[C@H](C(=O)N[C@H]1C2=C(CN3N(C1=O)CCC3)C=CC=C2)C)=O)C (R)-N4-(3-(3-Ethylisoxazol-5-yl)-1-methyl-1H-pyrazol-5-yl)-2-methyl-N1-((S)-11-oxo-2,3,10,11-tetrahydro-1H,5H-benzo[d]pyrazolo[1,2-a][1,2]diazepin-10-yl)succinamid